naphthyl-indene C1(=CC=CC2=CC=CC=C12)C1C=CC2=CC=CC=C12